5-phenyl-5,6,7,8-tetrahydro-2,7-naphthyridine-3-carboxylic acid ethyl ester C(C)OC(=O)C=1N=CC=2CNCC(C2C1)C1=CC=CC=C1